3-[(E)-2-[2-fluoro-6-(trifluoromethyl)phenyl]vinyl]azetidine-1-carboxylic acid tert-butyl ester C(C)(C)(C)OC(=O)N1CC(C1)\C=C\C1=C(C=CC=C1C(F)(F)F)F